3-(2-ethoxy-4-fluorophenoxy)-6-methyl-N-(3-(S-methylsulfonimidoyl)phenyl)pyridazine-4-carboxamide tert-butyl-2-(3-hydroxybut-1-ynyl)-7-azaspiro[3.5]nonane-7-carboxylate C(C)(C)(C)OC(=O)N1CCC2(CC(C2)C#CC(C)O)CC1.C(C)OC1=C(OC=2N=NC(=CC2C(=O)NC2=CC(=CC=C2)S(=O)(=N)C)C)C=CC(=C1)F